C(C)(C)(C)C1=NC(=NO1)C(=O)NCC1=C(C=C(C=C1)C1=NC=NC=C1N1CCN(CC1)C(C(=C)F)=O)C 5-(tert-butyl)-N-(4-(5-(4-(2-fluoroacryloyl)piperazin-1-yl)pyrimidin-4-yl)-2-methylbenzyl)-1,2,4-oxadiazole-3-carboxamide